2-amino-2-(2-(trifluoromethyl)phenyl)ethan-1-ol NC(CO)C1=C(C=CC=C1)C(F)(F)F